(1R,4R)-5-(7-((6-methoxy-2-methylpyridin-3-yl)sulfonyl)-7-azaspiro[3.5]nonan-2-yl)-2-oxa-5-azabicyclo[2.2.1]heptane COC1=CC=C(C(=N1)C)S(=O)(=O)N1CCC2(CC(C2)N2[C@H]3CO[C@@H](C2)C3)CC1